C(C1=CC=CC=C1)OC(=O)N[C@@H](CC(NC1=NC(NC=C1)=O)=O)C(=O)O ((benzyloxy)carbonyl)-N4-(2-oxo-1,2-dihydropyrimidin-4-yl)-L-asparagine